FC1=CC=C(C=C1)N1C(NNC1=O)=O 4-(4-fluorophenyl)-1,2,4-triazolidine-3,5-dione